[Pt].C[Si]1(O[SiH2]O[SiH2]O[SiH2]O1)C=C methyl-vinyl-cyclotetrasiloxane platinum